C(CCC)C1=NC=2C(=C(N=NC2N)OC(C)C)N1CC1=CC=C(C=C1)CNC1(CCC1)C 2-butyl-7-isopropoxy-1-(4-(((1-methylcyclobutyl)amino)methyl)benzyl)-1H-imidazo[4,5-d]pyridazin-4-amine